CN1CCC(CC1)NC1=CC=CC2=C1SC(=C2CC(F)(F)F)C#CCNC2=C(C=C(C=C2)S(=O)(=O)C)OCC(F)(F)F 1-methyl-N-(2-(3-((4-(methylsulfonyl)-2-(2,2,2-trifluoroethoxy)phenyl)amino)prop-1-yn-1-yl)-3-(2,2,2-trifluoroethyl)benzo[b]thiophen-7-yl)piperidin-4-amine